FC1=C(C=C(C(=C1)[C@H]1[C@H](CCC2=CC(=CC=C12)O)C1=CC=CC=C1)OC)N1CCC2(C[C@H](CO2)C=O)CC1 (R)-8-(2-fluoro-4-((1S,2S)-6-hydroxy-2-phenyl-1,2,3,4-tetrahydronaphthalen-1-yl)-5-methoxyphenyl)-1-oxa-8-azaspiro[4.5]decane-3-carbaldehyde